COC=1C=C(CN2C(N(C3=CC=C(C=C3C2=O)O)C2CCS(CC2)=O)=O)C=CC1OC 3-(3,4-dimethoxybenzyl)-6-hydroxy-1-(1-oxidotetrahydro-2H-thiopyran-4-yl)-quinazoline-2,4(1H,3H)-dione